CN(C=NC=1N=NC(=CC1C)C=1C=NC=CC1)C N,N-dimethyl-N'-(4-methyl-6-(pyridin-3-yl)pyridazin-3-yl)formamidine